NC1=C2C(=NC=N1)N(N=C2C2=CC=C1C=C(NC1=C2)C(=O)NC)C(C)C 6-(4-amino-1-isopropyl-pyrazolo[3,4-d]pyrimidin-3-yl)-N-methyl-1H-indole-2-carboxamide